3-chloro-4-methyl-5-(1-phenyl-1H-pyrazol-4-yl)picolinonitrile ClC=1C(=NC=C(C1C)C=1C=NN(C1)C1=CC=CC=C1)C#N